(2-((6-chloro-4-fluoro-2,3-dihydro-1H-inden-2-yl)amino)pyrimidin-5-yl)(6-oxa-1-azaspiro[3.3]heptan-1-yl)methanone ClC1=CC(=C2CC(CC2=C1)NC1=NC=C(C=N1)C(=O)N1CCC12COC2)F